3-[(3s,5s,7s)-adamantan-1-yl]urea C12(CC3CC(CC(C1)C3)C2)NC(N)=O